11H-furo[3,2-d][1,3,7]trioxacyclotridecine-2,9(4H)-dione O1C(OCC=CC=CC(OCC2=C1C=CO2)=O)=O